N-((R)-3,3-difluoro-1-(methylsulfonyl)piperidin-4-yl)-4-methoxy-5-(1-((R)-1,1,1-trifluoropropan-2-yl)-1H-benzo[d][1,2,3]triazol-6-yl)pyrrolo[2,1-f][1,2,4]triazin-2-amine FC1(CN(CC[C@H]1NC1=NN2C(C(=N1)OC)=C(C=C2)C=2C=CC1=C(N(N=N1)[C@@H](C(F)(F)F)C)C2)S(=O)(=O)C)F